ethyl 2-(2-((5-(3-(aminomethyl)phenyl)-7-(((2R,6S)-2,6-dimethylmorpholino)methyl)benzofuran-3-yl)methoxy)phenyl)acetate NCC=1C=C(C=CC1)C=1C=C(C2=C(C(=CO2)COC2=C(C=CC=C2)CC(=O)OCC)C1)CN1C[C@H](O[C@H](C1)C)C